(R)-5-(3-(3-fluoro-5-methoxypyridin-4-yl)phenyl)-5,8,8-trimethyl-3-(trifluoromethyl)-7,8,9,10-tetrahydrobenzo[b][1,8]naphthyridin-6(5H)-one FC=1C=NC=C(C1C=1C=C(C=CC1)[C@]1(C2=C(NC=3N=CC(=CC13)C(F)(F)F)CC(CC2=O)(C)C)C)OC